N-((RS)-2,6-dioxopiperidin-3-yl)pyrimidine-2-carboxamide O=C1NC(CC[C@H]1NC(=O)C1=NC=CC=N1)=O |r|